[5-cyclopropyl-3-[2-fluoro-6-(prop-1-en-2-yl)phenyl]-1,2-oxazol-4-yl]methanol C1(CC1)C1=C(C(=NO1)C1=C(C=CC=C1C(=C)C)F)CO